[Si].[B].[Cu] copper-boron-silicon